3,3'-((2-((3-((3-aminopropyl)amino)-3-oxopropoxy)methyl)-2-(12-(benzyloxy)dodecanamido)propane-1,3-diyl)bis(oxy))bis(N-(3-aminopropyl)propan-amide) NCCCNC(CCOCC(COCCC(=O)NCCCN)(COCCC(=O)NCCCN)NC(CCCCCCCCCCCOCC1=CC=CC=C1)=O)=O